(Z,2E)-[1-(2,4-dichlorophenyl)pyrazol-3-yl]oxy-2-methoxyimino-N,3-dimethyl-pent-3-enamide ClC1=C(C=CC(=C1)Cl)N1N=C(C=C1)O\C(=C(/C(/C(=O)NC)=N\OC)\C)\C